C(C)(C)(C)OC(=O)N1C2(CC2)CC(CC1)CC=O 7-(2-ketoethyl)-4-azaspiro[2.5]octane-4-carboxylic acid tert-butyl ester